1H-1,2,3-triazole-5-carboxylic acid methyl ester COC(=O)C1=CN=NN1